(S)-1-(2-chlorophenyl)-4-((1-hydroxypropan-2-yl)amino)-2-oxo-7-(trifluoromethyl)-1,2-dihydro-1,8-naphthyridine-3-carbonitrile ClC1=C(C=CC=C1)N1C(C(=C(C2=CC=C(N=C12)C(F)(F)F)N[C@H](CO)C)C#N)=O